methyl-1,3-diethylcyanobenzene CC1=C(C(=C(C=C1)CC)C#N)CC